1,3-di(2,5-dimethoxyphenyl)benzene COC1=C(C=C(C=C1)OC)C1=CC(=CC=C1)C1=C(C=CC(=C1)OC)OC